C(C)C1=CC=C(NC1=O)C1CC(CO1)N1CCN(CC1)C=1C=CC(=NC1F)C(=O)NC 5-(4-(5-(5-ethyl-6-oxo-1,6-dihydropyridin-2-yl)tetrahydrofuran-3-yl)piperazin-1-yl)-6-fluoro-N-methylpicolinamide